palladium germanium tellurium tin [Sn].[Te].[Ge].[Pd]